C[C@H](C\C=C/C1=CC=CC=C1)CCC=C(C)C (Z)-(S)-(4,8-dimethylnona-1,7-dien-1-yl)benzene